CC(C(=O)OCC(C)(C1=CC(=CC=C1)C(F)(F)F)NC1=NC2=C(N1)C=CC=C2CNC(N(C)OC)=O)(C)C [2-[[4-[[[methoxy(methyl)carbamoyl] amino] methyl]-1H-benzimidazol-2-yl] amino]-2-[3-(trifluoromethyl) phenyl] propyl] 2,2-dimethylpropanoate